1-(6-(4-(trifluoromethyl)phenyl)-2-azaspiro[3.4]oct-6-en-2-yl)prop-2-en-1-one Methyl-3-(3-(4-cyanophenoxy)azetidin-1-yl)-2-(1H-pyrrol-1-yl)benzoate COC(C1=C(C(=CC=C1)N1CC(C1)OC1=CC=C(C=C1)C#N)N1C=CC=C1)=O.FC(C1=CC=C(C=C1)C=1CC2(CN(C2)C(C=C)=O)CC1)(F)F